(3-chloro-2,4-difluorophenyl)(5-chloro-6-cyclopropylpyridin-3-yl)methylamine hydrochloride Cl.ClC=1C(=C(C=CC1F)NCC=1C=NC(=C(C1)Cl)C1CC1)F